methyl E-2-{2-[6-chloropyrimidin-4-yloxy] phenyl}-3-methoxyacrylate ClC1=CC(=NC=N1)OC1=C(C=CC=C1)/C(/C(=O)OC)=C\OC